(1R,3aR,6aS)-N-((S)-1-cyano-2-((R)-2-oxopiperidin-3-yl)ethyl)-2-(4,6-difluoro-7-chloro-1H-indole-2-carbonyl)-5,5-difluorooctahydrocyclopenta[c]pyrrole-1-carboxamide C(#N)[C@H](C[C@@H]1C(NCCC1)=O)NC(=O)[C@@H]1N(C[C@H]2[C@@H]1CC(C2)(F)F)C(=O)C=2NC1=C(C(=CC(=C1C2)F)F)Cl